[Sn].[Mn].[Cu].ClC=1C(=C(N)C=CC1)N1C(CCCC1)C 3-chloro-2-(2-methyl-1-piperidyl)aniline copper-Manganese-tin